C(C=C)C1(N(C(C2=CC(=CC=C12)F)=O)CC1=CC=C(C=C1)OC)C(=O)OC Methyl 1-allyl-5-fluoro-2-(4-methoxybenzyl)-3-oxoisoindoline-1-carboxylate